(2'S,3S,4'S,5'R)-6-chloro-4'-(3-chloro-2-fluorophenyl)-2'-(2,2-dimethylpropyl)-1,2-dihydrospiro[indole-3,3'-pyrrolidine] ClC1=CC=C2C(=C1)NC[C@@]21[C@@H](NC[C@@H]1C1=C(C(=CC=C1)Cl)F)CC(C)(C)C